C(C)[C@H]1OC2=C([C@H](NC1)C)N=C(C=C2)O |o1:6| (2R,5R*)-2-ethyl-5-methyl-2,3,4,5-tetrahydropyrido[2,3-f][1,4]oxazepin-7-ol